tert-butyl (1R,5R)-2-oxo-9-azabicyclo[3.3.1]nonane-9-carboxylate O=C1[C@H]2CCC[C@H](CC1)N2C(=O)OC(C)(C)C